tri(2,6-dimethylphenyl)phosphonium tetra(pentafluorophenyl)borate FC1=C(C(=C(C(=C1[B-](C1=C(C(=C(C(=C1F)F)F)F)F)(C1=C(C(=C(C(=C1F)F)F)F)F)C1=C(C(=C(C(=C1F)F)F)F)F)F)F)F)F.CC1=C(C(=CC=C1)C)[PH+](C1=C(C=CC=C1C)C)C1=C(C=CC=C1C)C